C(C1=CC=CC=C1)OC1=NC(=CC=C1C1=NN(C2=CC(=CC=C12)OCCCN1C(CN(CC1)C(=O)OC(C)(C)C)C(F)(F)F)C)OCC1=CC=CC=C1 tert-butyl 4-(3-((3-(2,6-bis(benzyloxy)pyridin-3-yl)-1-methyl-1H-indazol-6-yl)oxy)propyl)-3-(trifluoromethyl)piperazine-1-carboxylate